COC1=NC=C(C(=C1C)B1OC(C(O1)(C)C)(C)C)C 2-methoxy-3,5-dimethyl-4-(4,4,5,5-tetramethyl-1,3,2-dioxaborolan-2-yl)pyridine